C(CCCCCC)N(CCCCCC#C)CCCCCCC N,N-diheptylhept-6-yn-1-amine